3-(2-((3-(3-amino-6-(5-fluoro-2-hydroxyphenyl)pyridazin-4-yl)-3,8-diazabicyclo[3.2.1]octan-8-yl)methyl)phenyl)piperidine-2,6-dione NC=1N=NC(=CC1N1CC2CCC(C1)N2CC2=C(C=CC=C2)C2C(NC(CC2)=O)=O)C2=C(C=CC(=C2)F)O